Glycerol Sebacate Acrylate C(C=C)(=O)O.C(CCCCCCCCC(=O)O)(=O)O.OCC(O)CO